C(CCCCCCCCCCCCCCCCC)OC(C1=CC(=C(C(=C1)C(C)(C)C)O)C(C)(C)C)=O n-octadecyl-3,5-di-t-butyl-4-hydroxybenzoate